6-(3-amino-6-(3-(2-aminoprop-2-yl)-4-fluorophenyl)-5-fluoropyrazin-2-yl)-3,4-dihydroisoquinolin-1(2H)-one NC=1C(=NC(=C(N1)F)C1=CC(=C(C=C1)F)C(C)(C)N)C=1C=C2CCNC(C2=CC1)=O